(5-chloro-2-methoxyphenyl)sulfonyl-3-methyl-5-(3-propoxybenzyl)-5,7-dihydro-6H-imidazo[4',5':4,5]benzo[1,2-d]isoxazol-6-one ClC=1C=CC(=C(C1)S(=O)(=O)C1=C2C(=CC3=C1C(=NO3)C)NC(N2CC2=CC(=CC=C2)OCCC)=O)OC